4-(6-chlorofuro[3,2-c]pyridin-4-yl)benzoic acid ClC1=CC2=C(C(=N1)C1=CC=C(C(=O)O)C=C1)C=CO2